[Sc].[Ca].[Mg].[Mn].[Al] aluminum-manganese-magnesium-calcium scandium